4-((4-aminonaphthalen-1-yl)oxy)-N-methylpyridine-2-carboxamide NC1=CC=C(C2=CC=CC=C12)OC1=CC(=NC=C1)C(=O)NC